(1S,2S)-trans-2-(4-(tert-butyl)phenoxy)cyclohexylprop-2-yn C(C)(C)(C)C1=CC=C(O[C@@H]2[C@@H](CCCC2)CC#C)C=C1